CS(=O)(=O)N1CCC2(CCCN2C2=NC(=NC=C2)C2=CN=C3N2C=C(C=C3)C(F)(F)F)CC1 8-methanesulfonyl-1-[2-[6-(trifluoromethyl)imidazo[1,2-a]pyridin-3-yl]pyrimidin-4-yl]-1,8-diazaspiro[4.5]decane